4-methyl-3-[4-(3-pyridyl)triazol-1-yl]benzoic acid methyl ester COC(C1=CC(=C(C=C1)C)N1N=NC(=C1)C=1C=NC=CC1)=O